CC(C(=O)OCCN1CCC(CC1)NC1=C2C=C(N(C2=CC=C1)CC(F)(F)F)C#CCNC1=C(C=C(C=C1)S(N)(=O)=O)OC)C 2-{4-[(2-{3-[(2-methoxy-4-sulfamoylphenyl)amino]prop-1-yn-1-yl}-1-(2,2,2-trifluoroethyl)-1H-indol-4-yl)amino]piperidin-1-yl}ethyl 2-methylpropanoate